N1=C(N=CC=C1)O[C@@H]1CC[C@H](CC1)O (trans)-4-pyrimidin-2-yloxy-cyclohexanol